5-bromo-4-fluoro-1λ6-benzo[b]thiophene-1,1-dione BrC1=C(C2=C(S(C=C2)(=O)=O)C=C1)F